2-(oxiran-2-ylmethyl)-1,2,3,4-tetrahydroisoquinoline O1C(C1)CN1CC2=CC=CC=C2CC1